(S)-2-(6-mercapto-4-oxobenzo[d][1,2,3]triazin-3(4H)-yl)-N-(1-(4-(trifluoromethoxy)phenyl)ethyl)acetamide SC1=CC2=C(N=NN(C2=O)CC(=O)N[C@@H](C)C2=CC=C(C=C2)OC(F)(F)F)C=C1